[Ni].[Bi].[Sn].COC=1C=C(C=NC1OC)C=1C=C2C(=NC=NC2=C(C1)C1=CC=C(N)C=C1)C 4-(6-(5,6-Dimethoxypyridin-3-yl)-4-methylquinazolin-8-yl)aniline tin bismuth nickel